N(=C=O)CCCCCCN=C=O 1,6-diisocyanatohexan